NC=1C=CC2=C(CCC(C(C2)F)=O)C1 2-amino-6-fluoro-5,6,8,9-tetrahydro-7H-benzo[7]annulen-7-one